N-[5-(2,3-dihydro-[1,4]dioxino[2,3-b]pyridin-7-yl)-4-fluoro-2-[rac-(3R,5S)-3,4,5-trimethylpiperazin-1-yl]phenyl]-6-oxo-4-(trifluoromethyl)-1H-pyridine-3-carboxamide O1CCOC2=NC=C(C=C21)C=2C(=CC(=C(C2)NC(=O)C2=CNC(C=C2C(F)(F)F)=O)N2C[C@H](N([C@H](C2)C)C)C)F |r|